(R)-(4-chloro-1-methyl-1H-pyrazol-3-yl)(1-methylcyclopentyl)methylamine ClC=1C(=NN(C1)C)NCC1(CCCC1)C